ClC1=C(CNC(=O)[C@]2(C=3C=CC=NC3[C@](CC2)(C)O)F)C=CC(=C1)F (5S,8R)-N-(2-chloro-4-fluorobenzyl)-5-fluoro-8-hydroxy-8-methyl-5,6,7,8-tetrahydroquinoline-5-carboxamide